Hexadecafluoro-1,10-decanediol FC(C(C(C(C(C(C(C(O)(F)F)(F)F)(F)F)(F)F)(F)F)(F)F)(F)F)(CCO)F